CC(C(N)(C)C)CCN trimethyl-1,4-butanediamine